tert-Butyl (3R)-4-[10-[(6-oxo-4-phenyl-pyrimidin-1-yl)methyl]-7-azaspiro[4.5]decane-7-carbonyl]-3-phenyl-piperazine-1-carboxylate O=C1C=C(N=CN1CC1CCN(CC12CCCC2)C(=O)N2[C@@H](CN(CC2)C(=O)OC(C)(C)C)C2=CC=CC=C2)C2=CC=CC=C2